ClC1=CC=C(C=C1)CN1C([C@H](CSC2=C1C=C(C(=C2)F)C(NNC(C(C)(C)O)=O)=O)NC(OC(C)(C)C)=O)=O tert-butyl N-[(3R)-5-[(4-chlorophenyl)methyl]-8-fluoro-7-[[(2-hydroxy-2-methyl-propanoyl)amino]carbamoyl]-4-oxo-2,3-dihydro-1,5-benzothiazepin-3-yl]carbamate